Thiadiazolecarboxamide S1N=NC(=C1)C(=O)N